OCC(=O)N1CCNCC1 4-(2-hydroxyacetyl)piperazine